octyl ((S)-3-(4-((3S,4S)-3,4-bis(((1S,2R)-2-phenylcyclopropyl)carbamoyl)pyrrolidine-1-carbonyl)benzamido)-1-(hexylamino)-1-oxopropan-2-yl)carbamate C1(=CC=CC=C1)[C@@H]1[C@H](C1)NC(=O)[C@@H]1CN(C[C@H]1C(N[C@@H]1[C@H](C1)C1=CC=CC=C1)=O)C(=O)C1=CC=C(C(=O)NC[C@@H](C(=O)NCCCCCC)NC(OCCCCCCCC)=O)C=C1